2-fluoro-6-methyl-4-[(5-pentylthieno[3,2-b]thiophen-2-yl)ethynyl]phenylisothiocyanate FC1=C(C(=CC(=C1)C#CC1=CC2=C(S1)C=C(S2)CCCCC)C)N=C=S